FC1=C(N=CC2=C1N=C(N=C2N2C[C@]1(CC(NC1)=O)CC2)OCC21CCCN1CCC2)C2=CC=CC1=CC=CC(=C21)F (S)-7-(8-fluoro-7-(8-fluoronaphthalen-1-yl)-2-((hexahydro-1H-pyrrolizin-7a-yl)methoxy)pyrido[4,3-d]pyrimidin-4-yl)-2,7-diazaspiro[4.4]nonan-3-one